5-acetyl-2-cyclopropyl-4-(7-cyclopropylbenzo[b]thiophen-3-yl)-6-methyl-1,4-dihydropyridine-3-carboxylic acid methyl ester COC(=O)C1=C(NC(=C(C1C=1C2=C(SC1)C(=CC=C2)C2CC2)C(C)=O)C)C2CC2